C(C)S(=O)(=O)C1=CC=C(CC2=C(C(=O)N)C=CC(=C2)N2CC(CC2)C2=CC=C(C=C2)C(F)(F)F)C=C1 (4-(ethylsulfonyl)benzyl)-4-(3-(4-(trifluoromethyl)phenyl)pyrrolidin-1-yl)benzamide